3-(2-oxo-2-(pyrrolidin-1-yl)ethyl)pyridine ethyl-2-(5-chloro-2-pyridyl)-4-hydroxy-3-methyl-6-oxo-2,3-dihydro-1H-pyridine-5-carboxylate C(C)OC(=O)C1=C(C(C(NC1=O)C1=NC=C(C=C1)Cl)C)O.O=C(CC=1C=NC=CC1)N1CCCC1